C(C)OC(CC1C(NC(NC1=O)=O)=O)=O (2,4,6-trioxo-hexahydro-pyrimidin-5-yl)-acetic acid ethyl ester